CC=1C=NN2C1C(N(CC2)C2=C(C=C(C=C2)C2=NC1=CC=C(C=C1C=C2)C(F)(F)F)C)=O 3-Methyl-5-(2-methyl-4-(6-(trifluoromethyl)chinolin-2-yl)phenyl)-6,7-dihydropyrazolo-[1,5-a]pyrazin-4(5H)-on